C1=C(C=CC2=CC=CC=C12)C1=CC=C(C=C1)N(C=1C=C(C(=CC1)C1=CC=CC=C1)C1=CC=CC=C1)C1=CC=C(C=C1)B1OC(C(O1)(C)C)(C)C N-(4-(naphthalene-2-yl)phenyl)-N-(4-(4,4,5,5-tetramethyl-1,3,2-dioxaborolan-2-yl)phenyl)-[1,1':2',1''-terphenyl]-4'-amine